The molecule is a quaternary ammonium salt obtained by combining equimolar amounts of 4-diphenylacetoxy-N-methylpiperidine and iodomethane. It has a role as a muscarinic antagonist and a cholinergic antagonist. It is a quaternary ammonium salt and an iodide salt. It contains a 4-DAMP(1+). C[N+]1(CCC(CC1)OC(=O)C(C2=CC=CC=C2)C3=CC=CC=C3)C.[I-]